[8-methoxy-9-(2-methyltetrazol-5-yl)-1-(2-thienyl)-5,6-dihydropyrrolo[2,1-a]isoquinolin-3-yl]-[(2R)-2-methyl-2-[(1S)-2,2,2-trifluoro-1-hydroxy-ethyl]pyrrolidin-1-yl]methanone COC=1C=C2CCN3C(C2=CC1C=1N=NN(N1)C)=C(C=C3C(=O)N3[C@](CCC3)([C@@H](C(F)(F)F)O)C)C=3SC=CC3